3-(4-((7-ethyl-6-oxo-5,6-dihydro-1,5-naphthyridin-3-yl)methyl)piperazin-1-yl)-3-oxopropanenitrile C(C)C=1C(NC=2C=C(C=NC2C1)CN1CCN(CC1)C(CC#N)=O)=O